C(C)(C)(C)C=1C=C(C=C(C1O)C(C)(C)C)OC(CC)=O.CN(C(CC1=CN=C(O1)C=1C(=C(C=CC1)NC1=C(N=NC=C1)C(=O)NC([2H])([2H])[2H])OC)=O)C 4-((3-(5-(2-(dimethylamino)-2-oxoethyl)oxazol-2-yl)-2-methoxyphenyl)amino)-N-(methyl-d3)pyridazine-3-carboxamide (3,5-di-tert-Butyl-4-hydroxyphenyl)propionate